ClC1=C2C(=NNC2=C(C=C1)F)N1CC(C(C1)(F)F)(F)F 4-chloro-7-fluoro-3-(3,3,4,4-tetrafluoropyrrolidin-1-yl)-1H-indazole